phenyl 2-(N,N-dimethylsulfamoyl)-3,4,5,6-tetrafluorobenzoate CN(S(=O)(=O)C1=C(C(=O)OC2=CC=CC=C2)C(=C(C(=C1F)F)F)F)C